5-Chloro-2-{[{[3-(furan-3-yl)phenyl]amino}(oxo)acetyl]amino}benzoic acid ClC=1C=CC(=C(C(=O)O)C1)NC(C(=O)NC1=CC(=CC=C1)C1=COC=C1)=O